3,6-dichloro-N-[[4-(2-pyridyl)phenyl]methyl]pyridazin-4-amine ClC=1N=NC(=CC1NCC1=CC=C(C=C1)C1=NC=CC=C1)Cl